C(C)(C)N1CCN(CC1)CCNC=1C=NC2=CC=C(C=C2C1)C=1N=CNC1C1=NC(=CC=C1)C N-[2-(4-isopropylpiperazin-1-yl)ethyl]-6-[5-(6-methyl-2-pyridyl)-1H-imidazol-4-yl]quinolin-3-amine